FC1=CC(=C(C=C1)C=1C=NC=2N(N1)C=C(N2)COC2=NC=CC=C2)C(F)(F)F 2-[4-fluoro-2-(trifluoromethyl)phenyl]-6-(2-pyridinyloxymethyl)imidazo[1,2-b][1,2,4]triazine